FC=1C(=CC(=NC1)OC)C1=CC(=NN1)C(=O)N1C2(CC2)C[C@H](CC1)C(=O)NCC12COC(C1)(C2)C(F)(F)F (S)-4-(5-(5-fluoro-2-methoxypyridin-4-yl)-1H-pyrazole-3-carbonyl)-N-((1-(trifluoromethyl)-2-oxabicyclo[2.1.1]hexane-4-yl)methyl)-4-azaspiro[2.5]octane-7-carboxamide